ethyl 2-[6-bromo-7-methyl-4-(trifluoromethyl) indazol-2-yl]-2-spiro[6,7-dihydropyrrolo[1,2-c]imidazol-5,1'-cyclopropan]-1-yl-acetate BrC=1C=C(C2=CN(N=C2C1C)C(C(=O)OCC)C1=C2N(C=N1)C1(CC1)CC2)C(F)(F)F